N-(2-bromophenyl)-1-methyl-4-oxocyclohexane-1-carboxamide BrC1=C(C=CC=C1)NC(=O)C1(CCC(CC1)=O)C